triazole ammonium salt [NH4+].N1N=NC=C1